2-methyl-N-(2-(morpholinylmethyl)-4-(trifluoromethyl)phenyl)propaneAmide CC(C(=O)NC1=C(C=C(C=C1)C(F)(F)F)CN1CCOCC1)C